tert-butyl (4-aminobut-2-yn-1-yl)carbamate NCC#CCNC(OC(C)(C)C)=O